C(CCCCC(=O)N)(=O)N Adipamid